C1(CC1)NCC#CC1=CC2=C(N=C3N2[C@H]2C4=C(C(N([C@@H]3C2)C([2H])([2H])[2H])=O)C=CC=C4OC(F)F)C=C1 (7R,14R)-11-(3-(cyclopropylamino)prop-1-yn-1-yl)-1-(difluoromethoxy)-6-(methyl-d3)-6,7-dihydro-7,14-methanobenzo[f]benzo[4,5]imidazo[1,2-a][1,4]diazocin-5(14H)-one